(S)-2-((((9H-fluoren-9-yl)methoxy)carbonyl)amino)-4-(isopropyl(phenyl)amino)butanoic acid hydrochloride Cl.C1=CC=CC=2C3=CC=CC=C3C(C12)COC(=O)N[C@H](C(=O)O)CCN(C1=CC=CC=C1)C(C)C